3-(8-(4-(Trifluoromethyl)phenyl)imidazo[1,2-a]pyrazin-6-yl)-1,2,4-oxadiazol-5(4H)-one FC(C1=CC=C(C=C1)C=1C=2N(C=C(N1)C1=NOC(N1)=O)C=CN2)(F)F